CN1N=NC(=C1NC(O[C@H](C)C1=CC(=CC=C1)Cl)=O)C1=NC(=C(C=C1)NS(=O)(=O)C)C (R)-1-(3-chloro-phenyl)ethyl (1-methyl-4-(6-methyl-5-(methyl-sulfonamido)pyridin-2-yl)-1H-1,2,3-triazol-5-yl)carbamate